C(C)O[Si](C(COC1=C(C=C(C=C1)C)N1N=C2C(=N1)C=CC=C2)C)(OCC)OCC 2-(2-triethoxysilyl-propoxy-5-methyl-phenyl)benzotriazole